N1,N1,N2-tris(pyridin-2-ylmethyl)ethane-1,2-diamine N1=C(C=CC=C1)CN(CCNCC1=NC=CC=C1)CC1=NC=CC=C1